tert-butyl N-[6-[1-(2,6-dioxopiperidin-3-yl)-3-methyl-2-oxo-1,3-benzodiazol-5-yl]hex-5-yn-1-yl]carbamate O=C1NC(CCC1N1C(N(C2=C1C=CC(=C2)C#CCCCCNC(OC(C)(C)C)=O)C)=O)=O